C(C)(C)(C)OC(=O)N1CC(C1)C1=C(C=C(C=C1)CC(F)(F)F)OC.CSC(C)(C)SC Di(methyl-sulfanyl)propane tert-Butyl-3-[2-methoxy-4-(2,2,2-trifluoroethyl)phenyl]azetidine-1-carboxylate